CC1CN(CCC1CNC(OC(C)(C)C)=O)C=1C=2N(C=C(N1)C=1C=NN(C1)C)N=CC2 tert-Butyl ((3-methyl-1-(6-(1-methyl-1H-pyrazol-4-yl)pyrazolo[1,5-a]pyrazin-4-yl)piperidin-4-yl)methyl)carbamate